α-hydroxyeicosanoic acid OC(C(=O)O)CCCCCCCCCCCCCCCCCC